(4-chlorophenyl)-6-morpholino-N4-(2-morpholinoethyl)-1,3,5-triazine-2,4-diamine ClC1=CC=C(C=C1)NC1=NC(=NC(=N1)NCCN1CCOCC1)N1CCOCC1